BrC=1C=C(C=NC1)CN1N=C2N([C@@H](CCC2)C(=O)N2C[C@H]([C@H](C2)F)F)C1=O (5S)-2-[(5-Bromopyridin-3-yl)methyl]-5-{[(3R,4S)-3,4-difluoropyrrolidin-1-yl]carbonyl}-5,6,7,8-tetrahydro[1,2,4]triazolo[4,3-a]pyridin-3(2H)-one